(1-acetyl-7-fluoro-4-isopropyl-2-(o-tolyl)-1,2,3,4-tetrahydroquinolin-6-yl)-3-((benzyloxy)methyl)-4-ethyl-1H-1,2,4-triazol-5(4H)-one C(C)(=O)N1C(CC(C2=CC(=C(C=C12)F)N1N=C(N(C1=O)CC)COCC1=CC=CC=C1)C(C)C)C1=C(C=CC=C1)C